CN(C1=CC=C(/C=C/C=2OC(CN2)=O)C=C1)C 2-((E)-4-(dimethylamino)styryl)oxazol-5(4H)-one